BrC=1C=C(C=NC1)C(C#N)(C)C 2-(5-Bromo-3-pyridyl)-2-methyl-propionitrile